CC1=C(C=NC=C1)C1CN(C1)C(=O)OC(C)(C)C tert-butyl 3-(4-methylpyridin-3-yl)azetidine-1-carboxylate